(S)-5-amino-4-(5-(((1R,2R,3R)-rel-2-((tert-butoxycarbonyl)amino)-3-fluorocyclohexyl)methyl)-1-oxoisoindol-2-yl)-5-oxopentanoic acid tert-butyl ester C(C)(C)(C)OC(CC[C@@H](C(=O)N)N1C(C2=CC=C(C=C2C1)C[C@@H]1[C@H]([C@@H](CCC1)F)NC(=O)OC(C)(C)C)=O)=O |o1:22,23,24|